C(C)C=1N=C(OC1C(=O)N)C 4-ethyl-2-methyloxazole-5-carboxamide